O[B] hydroxyboron